CC1=NN2C(C(=CC(=C2)C[C@@H]2CC[C@H](CC2)C(=O)N2OCC[C@H]2C=2C=NC(=CC2)C)C)=N1 trans-[4-[(2,8-dimethyl-[1,2,4]triazolo[1,5-a]pyridin-6-yl)methyl]cyclohexyl]-[(3S)-3-(6-methyl-3-pyridyl)isoxazolidin-2-yl]methanone